CN(CC(=O)O)C=1C2=C(N=C(N1)C1=NC=CC(=C1)OCCOC1OCCCC1)CCC2 N-methyl-N-(2-(4-(2-((tetrahydro-2H-pyran-2-yl)oxy)ethoxy)pyridin-2-yl)-6,7-dihydro-5H-cyclopenta[d]pyrimidin-4-yl)glycine